(E)-5-(2-benzylidene-1-methylhydrazino)pyridazin-3(2H)-one C(/C1=CC=CC=C1)=N\N(C)C1=CC(NN=C1)=O